benzyl (S)-7-(4-fluorobenzyl)-2-methyl-6-((((S)-tetrahydrofuran-2-yl)methyl)carbamoyl)-2,3-dihydro-1H-pyrido[2,3-b][1,4]oxazine-1-carboxylate FC1=CC=C(CC2=CC3=C(OC[C@@H](N3C(=O)OCC3=CC=CC=C3)C)N=C2C(NC[C@H]2OCCC2)=O)C=C1